C(C1=CC=CC=C1)OC=1C=CC2=C(O[C@@H](CO2)CNC2CCN(CC2)C(C)=O)C1 1-{4-[((R)-7-Benzyloxy-2,3-dihydro-benzo[1,4]dioxin-2-ylmethyl)-amino]-piperidin-1-yl}-ethanone